C(C1=CC=CC=C1)C12CCC(C2CC(=C1C1=CC=CC=C1)CCCCCC)O (Exo)-3a-benzyl-5-hexyl-4-phenyl-1,2,3,3a,6,6a-hexahydropentalen-1-ol